COC1CC(C1)NC1=NC(=NC=C1)CN1C(C=C(C=C1)C1=NN(C2=CC=CC=C12)C1=CC=C(C=C1)C(F)(F)F)=O 1-((4-(((1s,3s)-3-methoxycyclobutyl)amino)pyrimidin-2-yl)methyl)-4-(1-(4-(trifluoromethyl)phenyl)-1H-indazol-3-yl)pyridin-2(1H)-one